(phenanthridin-6-ylmethyl)-2-vinyloxazole-4-carboxamide C1=CC=CC2=NC(=C3C=CC=CC3=C12)CC1=C(N=C(O1)C=C)C(=O)N